2-methylpropan-2-yl ({3-bromo-4-[(2-chloro-5-fluorophenyl) carbonyl]-2-{[(2,4-dimethoxyphenyl) methyl] amino}-5-nitrophenyl} amino)carboxylate BrC=1C(=C(C=C(C1C(=O)C1=C(C=CC(=C1)F)Cl)[N+](=O)[O-])NC(=O)OC(C)(C)C)NCC1=C(C=C(C=C1)OC)OC